C1(CC1)C=1N=NN(C1)[C@H](C(=O)N1[C@@H](C[C@H](C1)O)C(=O)NCC1=NN=C2N1CCNC2=O)C(C)(C)C (2S,4R)-1-[(2S)-2-(4-cyclopropyltriazol-1-yl)-3,3-dimethyl-butanoyl]-4-hydroxy-N-[(8-oxo-6,7-dihydro-5H-[1,2,4]triazolo[4,3-a]pyrazin-3-yl)methyl]pyrrolidine-2-carboxamide